C1(CCCC1)N(C(=O)OCC1=C(C=NN1C)C1=CC=C(OC2CCCCC2)C=C1)C (±)-trans-3-(4-(5-(((Cyclopentyl(methyl)carbamoyl)oxy)methyl)-1-methyl-1H-pyrazol-4-yl)phenoxy)cyclohexan